C(#N)CN1CC(C1)N1N=CC(=C1)C1=CC=2N(C=C1)C(=CN2)C2=CC(=C(C(=O)NCC(F)(F)F)C(=C2)OC)OC 4-[7-[1-[1-(cyanomethyl)azetidin-3-yl]pyrazol-4-yl]imidazo[1,2-a]pyridin-3-yl]-2,6-dimethoxy-N-(2,2,2-trifluoroethyl)benzamide